N[C@@H]1C[C@H](CCC1)CNC1=NN(C(=C1)C1=CC(=C(C#N)C=C1)F)C1=CC(=CC=C1)N1CCN(CC1)CCO 4-(3-((((1S,3S)-3-aminocyclohexyl)methyl)amino)-1-(3-(4-(2-hydroxyethyl)piperazin-1-yl)phenyl)-1H-pyrazol-5-yl)-2-fluorobenzonitrile